(2E)-2-[[4-(2-methoxyethoxy)phenyl]methylene]-3-oxo-butanenitrile COCCOC1=CC=C(C=C1)\C=C(/C#N)\C(C)=O